2-((5-methyl-1H-pyrazol-3-yl)methyl)-6-(phenylsulfonyl)phthalazin-1(2H)-one CC1=CC(=NN1)CN1C(C2=CC=C(C=C2C=N1)S(=O)(=O)C1=CC=CC=C1)=O